C1CO1.C(C=C)O allyl alcohol compound with ethylene oxide